CC1=C(C(=O)NC2(CC2)C2=C3C=CC=NC3=CC(=C2)C=C)C=C(C=C1)OC[C@H]1N(CC1)C (S)-2-Methyl-5-((1-methylazetidin-2-yl)methoxy)-N-(1-(7-vinylquinolin-5-yl)cyclopropyl)benzamide